C[Si](C1=C(C=C(C(=C1)OC)[Si](C)(C)C)OC)(C)C 1,4-bis(trimethylsilyl)-2,5-dimethoxybenzene